N-((8-methoxy-5-methylquinolin-7-yl)(pyridin-3-yl)methyl)-N-methylbutyramide COC=1C(=CC(=C2C=CC=NC12)C)C(N(C(CCC)=O)C)C=1C=NC=CC1